(R)-3-Chloro-N-(4-(piperidin-3-yl)phenyl)benzamide ClC=1C=C(C(=O)NC2=CC=C(C=C2)[C@@H]2CNCCC2)C=CC1